7-((2-methyl-[1,1'-biphenyl]-3-yl)methoxy)-5-(pyrimidin-5-ylmethoxy)-2,3-dihydro-1H-indene-4-carbaldehyde CC1=C(C=CC=C1COC1=CC(=C(C=2CCCC12)C=O)OCC=1C=NC=NC1)C1=CC=CC=C1